N-ethoxy-1-[1-[5-[5-(trifluoromethyl)-1,2,4-oxadiazol-3-yl]-2-thienyl]ethyl]pyrazole-4-carboxamide C(C)ONC(=O)C=1C=NN(C1)C(C)C=1SC(=CC1)C1=NOC(=N1)C(F)(F)F